FC(C1=NN(C=C1C1=CN=C2N1C=CN=C2NC2=CC(=C(C=C2)C(=O)N2CCNCC2)CC)COC)F (4-((3-(3-(difluoromethyl)-1-(methoxymethyl)-1H-pyrazol-4-yl)imidazo[1,2-a]pyrazin-8-yl)amino)-2-ethylphenyl)(piperazin-1-yl)methanone